(azetidin-3-yl)-3-((4-ethynyl-2-fluorophenyl)amino)-5-fluoroisonicotinamide N1CC(C1)C=1C(=C(C(=O)N)C(=CN1)F)NC1=C(C=C(C=C1)C#C)F